(S)-2-((2-(4-(5,5-dimethyl-4-oxo-4,5-dihydro-1H-imidazol-2-yl)-2,6-difluorophenyl)-7-methylimidazo[1,2-a]pyridin-3-yl)methyl)morpholine-4-carboxylic acid tert-butyl ester C(C)(C)(C)OC(=O)N1C[C@@H](OCC1)CC1=C(N=C2N1C=CC(=C2)C)C2=C(C=C(C=C2F)C=2NC(C(N2)=O)(C)C)F